COC(C1=CC(=C(C(=C1)[N+](=O)[O-])NCC=1C=NC=CC1)OC)=O 3-methoxy-5-nitro-4-((pyridin-3-ylmethyl)amino)benzoic acid methyl ester